O=C1NC(CCC1N1C(C2=CC=CC(=C2C1=O)NCCOCCOCCC(=O)NCCS(N)(=O)=O)=O)=O 3-(2-(2-((2-(2,6-dioxopiperidin-3-yl)-1,3-dioxoisoindolin-4-yl)amino)ethoxy)ethoxy)-N-(2-sulfamoylethyl)propanamide